C(CCCCCCCCCCCCCC)C=1C=C(C=CC1)C=1C(=C(C(=O)O)C=CC1)F 3-Pentadecylphenyl-2-fluorobenzoic acid